ClC1=CC(=C(S1)C1=CC=C(C(=N1)C)O[C@@H]1C[C@H](CCC1)C(=O)[O-])COC(N(CCC)C)=O (1S,3S)-3-((6-(5-Chloro-3-(((methyl(propyl)carbamoyl)oxy)methyl)thiophen-2-yl)-2-methyl Pyridin-3-yl)oxy)cyclohexane-1-carboxylate